C(C)OC(=O)C=1N(C=C(C(C1C(=O)OCC)=O)C(=O)OCC)C1=CC(=C(C=C1)F)F Triethyl-1-(3,4-difluorophenyl)-4-oxo-1,4-dihydropyridine-2,3,5-tricarboxylate